7-chloro-1,2-dimethyl-6-(4,4,5,5-tetramethyl-1,3,2-dioxaborolan-2-yl)-1H-benzo[d]imidazole ClC1=C(C=CC2=C1N(C(=N2)C)C)B2OC(C(O2)(C)C)(C)C